N-(3-(2-((2R,6R)-2,6-dimethylpiperazin-1-yl)-5-(2-((2,2-dioxido-2-thiaspiro[3.3]heptan-6-yl)amino)pyrimidin-4-yl)thiazol-4-yl)-2-fluorophenyl)-2,6-difluorobenzenesulfonamide C[C@H]1N([C@@H](CNC1)C)C=1SC(=C(N1)C=1C(=C(C=CC1)NS(=O)(=O)C1=C(C=CC=C1F)F)F)C1=NC(=NC=C1)NC1CC2(CS(C2)(=O)=O)C1